N-[4-[2-[3-(2-aminoethylamino)-1,1-difluoro-propyl]phenyl]thiazol-2-yl]-3-bromo-benzenesulfonamide NCCNCCC(F)(F)C1=C(C=CC=C1)C=1N=C(SC1)NS(=O)(=O)C1=CC(=CC=C1)Br